N-[[(2R,5S)-2-[4-(4-chlorophenoxy)phenyl]-3-oxo-1,4-thiazepan-5-yl]methyl]-1-methyl-imidazole-4-carboxamide ClC1=CC=C(OC2=CC=C(C=C2)[C@H]2SCC[C@H](NC2=O)CNC(=O)C=2N=CN(C2)C)C=C1